3',6,7-Trimethyl-2-(3-methylbut-2-enoyl)-1'-phenyl-2H-spiro[phthalazine-1,4'-pyrazol]-5'(1'H)-one CC1=NN(C(C12N(N=CC1=CC(=C(C=C12)C)C)C(C=C(C)C)=O)=O)C1=CC=CC=C1